methallyloxysilane C(C(C)=C)O[SiH3]